4-oxo-5-(6-phenoxypyridin-3-yl)-4,5-dihydro-3H-1-thia-3,5,8-triazaacenaphthylene-2-carboxamide O=C1NC2=C(SC=3N=CC=C(N1C=1C=NC(=CC1)OC1=CC=CC=C1)C32)C(=O)N